(2-hydroxyethyl)-6-azabicyclo[3.2.0]hepta-1(7),2,4-triene OCCC=1C2=CNC2=CC1